C(C)N1CCC(CC1)NC1=C2C=C(N(C2=CC=C1)CC(F)(F)F)C1=NOC(=N1)CNC(=O)C1CC1 N-[(3-{4-[(1-ethylpiperidin-4-yl)amino]-1-(2,2,2-trifluoroethyl)-1H-indol-2-yl}-1,2,4-oxadiazol-5-yl)methyl]cyclopropanecarboxamide